OC(C=1N=C(NC1)C=1C=C(OC2=C(C=3C=CNC3C=C2)C(=O)NCCOC)C=CC1)C1=CC=CC=C1 5-(3-(4-(Hydroxy(phenyl)methyl)-1H-imidazol-2-yl)phenoxy)-N-(2-methoxyethyl)-1H-indole-4-carboxamide